S1N=CC(=C1)NC=1SC(=C(N1)C(=O)OC)C methyl 2-(isothiazol-4-ylamino)-5-methyl-thiazole-4-carboxylate